1-(1,4-dimethoxy-5,6,7,8-tetrahydronaphthalen-2-yl)propan-2-amine COC1=C(C=C(C=2CCCCC12)OC)CC(C)N